C(C)(C)(C)OC(=O)N[C@H](C(=O)N(C)[C@H](C(=O)O)CC1=CC=C(C=C1)OC)[C@@H](C)OC (S)-2-((2S,3R)-2-((tert-butoxycarbonyl)amino)-3-methoxy-N-methylbutanamido)-3-(4-methoxyphenyl)propanoic acid